2-methyl-2-propyl 4-(6-(2-(bis(((2-methyl-2-propyl) oxy) carbonyl) amino)-4-quinolyl)-5-chloro-7-fluoro-2,1-benzothiazol-3-yl)-1-piperazinecarboxylate CC(C)(C)OC(=O)N(C1=NC2=CC=CC=C2C(=C1)C1=C(C=2C(=C(SN2)N2CCN(CC2)C(=O)OC(C)(C)C)C=C1Cl)F)C(=O)OC(C)(C)C